(2-((1S,3S,5S)-3-cyano-2-azabicyclo[3.1.0]hex-2-yl)-2-oxoethyl)-7-fluoro-2-methylquinoline-4-carboxamide C(#N)[C@H]1N([C@H]2C[C@H]2C1)C(CC=1C(=NC2=CC(=CC=C2C1C(=O)N)F)C)=O